2-(4,4-difluoroazepan-1-yl)-4-methyl-5-(1-methyl-1H-pyrazol-3-yl)-N-(3-(S-methylsulfonimidoyl)phenyl)nicotinamide FC1(CCN(CCC1)C1=C(C(=O)NC2=CC(=CC=C2)S(=O)(=N)C)C(=C(C=N1)C1=NN(C=C1)C)C)F